ClC=1C=C(C2=C(N=C(O2)N2CC3N(C(C2)C3)C(=O)OC(C)(C)C)C1C(F)(F)F)N1N=CC=C1 tert-Butyl 3-(5-chloro-7-(1H-pyrazol-1-yl)-4-(trifluoromethyl)benzo[d]oxazol-2-yl)-3,6-diazabicyclo[3.1.1]heptane-6-carboxylate